N(=[N+]=[N-])C1=CC(=C(C=C1)N1CCN(CC1)C)[N+](=O)[O-] (4-azido-2-nitrophenyl)-4-methylpiperazine